C[C@]12CC(C[C@](CC1)(N2)C)N(C=2N=NC(=CN2)C2=C(C=C(C=C2)N2N=CC=N2)O)C 2-(3-{[(1r,3s,5s)-1,5-dimethyl-8-azabicyclo[3.2.1]oct-3-yl](methyl)amino}-1,2,4-triazin-6-yl)-5-(2H-1,2,3-triazol-2-yl)phenol